Cl.FC1(C[C@H](N(C1)C(CN)=O)C#N)F (S)-4,4-difluoro-1-glycylpyrrolidine-2-carbonitrile hydrochloride